(4-amino-phenyl)-propane-1,2,3-triol NC1=CC=C(C=C1)C(C(CO)O)O